FC1(C(C1)CN1C[C@@H]([C@H](CC1)NC(=O)C1=CC(=CC=2N(C=NC21)CC(F)(F)F)C#CCNC=2C(OC)=CC=C(C2)S(=O)(=O)C)C)F N-{(3S,4S)-1-[(2,2-difluorocyclopropyl)methyl]-3-methyl-4-piperidyl}-6-[3-(4-mesyl-2-anisidino)-1-propynyl]-1-(2,2,2-trifluoroethyl)-1H-1,3-benzimidazole-4-carboxamide